N1C(CC1)COC=1C=CC(=C(C(=O)NC2(CC2)C2=C3C=CC=NC3=CC(=C2)C=2SC(=CC2)CN2CCCC2)C1)C 5-(azetidin-2-ylmethoxy)-2-methyl-N-(1-(7-(5-(pyrrolidin-1-ylmethyl)thiophen-2-yl)quinolin-5-yl)cyclopropyl)benzamide